FC([C@H]1CC[C@H](CC1)O)(F)F (cis)-4-(Trifluoromethyl)cyclohexan-1-ol